[Cu].[Ni].[Mn].[Ni] nickel-manganese-nickel-copper